COC(C1=CC=C(C=C1)NC1=NC(=NC=C1F)NC1=CC=C(C=C1)OCCOC)=O 4-((5-fluoro-2-((4-(2-methoxyethoxy)phenyl)amino)pyrimidin-4-yl)amino)benzoic acid methyl ester